rac-(R)-1-(6-aminopyridin-3-yl)-6-chloro-7-(2-(((3-chloropyridin-2-yl)oxy)methyl)pyrrolidin-1-yl)-4-oxo-1,4-dihydro-1,8-naphthyridine-3-carboxylic acid NC1=CC=C(C=N1)N1C=C(C(C2=CC(=C(N=C12)N1[C@H](CCC1)COC1=NC=CC=C1Cl)Cl)=O)C(=O)O |r|